6-(5-methoxy-2-methylphenyl)-2-(methylthio)-[1,2,4]triazolo[4',3':1,6]pyrido[2,3-d]pyrimidine COC=1C=CC(=C(C1)C1=CC2=C(N=C(N=C2)SC)N2C1=NN=C2)C